C1(=CC=CC=C1)S(=O)(=O)NC(CC1=CC(=CC=C1)C(N)=NO)C=1SC2=C(N1)C=CC(=C2)OCCCC(=O)N 4-[[2-[1-(benzenesulfonamido)-2-[3-(N'-hydroxycarbamimidoyl)phenyl]ethyl]-1,3-benzothiazol-6-yl]oxy]butanamide